ClC(C1=NC(=NO1)C=1C=CC(=NC1)CP(OCC)(=O)NC1=CC(=C(C=C1)F)F)(F)F ethyl P-((5-(5-(chlorodifluoromethyl)-1,2,4-oxadiazol-3-yl)pyridin-2-yl)methyl)-N-(3,4-difluorophenyl)phosphonamidate